tert-butyl 3-(5-chloro-2-((5-(2-oxopyrrolidin-1-yl)pyridin-3-yl)amino)pyrimidin-4-yl)piperidine-1-carboxylate ClC=1C(=NC(=NC1)NC=1C=NC=C(C1)N1C(CCC1)=O)C1CN(CCC1)C(=O)OC(C)(C)C